Cl.ClC1=NNC=C1C1=CC=C2C(=CN(C2=C1)CCN(C)C)C(=O)[C@@H]1COC2=CC=C(C=C2C1)F (S)-[6-(3-Chloro-1H-pyrazol-4-yl)-1-[2-(dimethylamino)ethyl]indol-3-yl]-(6-fluorochroman-3-yl)methanone hydrochloride